4-[(3-fluorobenzyl)amino]-5H-pyrrole FC=1C=C(CNC2=CC=NC2)C=CC1